benzyl (2-((isobutoxycarbonyl)oxy)ethyl)carbamate C(C(C)C)OC(=O)OCCNC(OCC1=CC=CC=C1)=O